dipropyl 1,3-propanedisulfonate C(CCS(=O)(=O)OCCC)S(=O)(=O)OCCC